ClC=1C=C(C=NC1N1N=CC=C1)NC(=O)C=1C=NN(C1C1CC1)C1=CC=CN2C1=NC=CC2=C=O N-(5-chloro-6-(1H-pyrazol-1-yl)pyridin-3-yl)-5-cyclopropyl-1-(4-carbonyl-4H-pyrido[1,2-a]pyrimidin-9-yl)-1H-pyrazole-4-carboxamide